CS(=O)(=O)OCCC=1N=C(OC1C([2H])([2H])[2H])C1=C(C(=C(C(=C1[2H])[2H])[2H])[2H])[2H] 2-(5-(methyl-d3)-2-(phenyl-d5)oxazol-4-yl)ethyl methanesulfonate